(2-fluoro-4-((4-oxo-3,4-dihydro-phthalazin-1-yl)methyl)phenyl)sulphonamide hydrochloride salt Cl.FC1=C(C=CC(=C1)CC1=NNC(C2=CC=CC=C12)=O)S(=O)(=O)N